((S)-2-(2-Chlorophenyl)-2-methylpyrrolidin-1-yl)-N-((R,E)-4-(methylsulfonyl)but-3-en-2-yl)pyrazine-2-carboxamide ClC1=C(C=CC=C1)[C@]1(N(CCC1)C=1C(=NC=CN1)C(=O)N[C@H](C)\C=C\S(=O)(=O)C)C